ClC=1C=C(C=NC1)N[C@H](C)C(=O)N1[C@H]2CC([C@@H]([C@H]1C(=O)N[C@H](C[C@@H]1C(NCCC1)=O)C#N)CC2)(F)F (1R,3S,4R)-2-((5-chloropyridin-3-yl)-D-alanyl)-N-((R)-1-cyano-2-((R)-2-oxopiperidin-3-yl)ethyl)-5,5-difluoro-2-azabicyclo[2.2.2]octane-3-carboxamide